N1(N=CC=C1)C=1C=CC(=C2C=NNC12)C=1N=NC(=CC1)OC1CC(NC(C1)(C)C)(C)C 7-pyrazol-1-yl-4-[6-[(2,2,6,6-tetramethyl-4-piperidyl)oxy]pyridazin-3-yl]-1H-indazole